4-(6-amino-3-methylpyridin-2-yl)-6-methyl-1-tosyl-1,6-dihydro-7H-pyrrolo[2,3-c]pyridin-7-one NC1=CC=C(C(=N1)C=1C2=C(C(N(C1)C)=O)N(C=C2)S(=O)(=O)C2=CC=C(C)C=C2)C